N-((1r,3r)-3-(4-amino-5-bromo-7H-pyrrolo[2,3-d]pyrimidin-6-yl)cyclobutyl)methacrylamide NC=1C2=C(N=CN1)NC(=C2Br)C2CC(C2)NC(C(=C)C)=O